C(C)N1CCN(CC1)C=1C=CC=2N(C(C=C(N2)C=2C=CC3=C(NC(=N3)C)C2)=O)C1 7-(4-ethylpiperazin-1-yl)-2-(2-methyl-1H-benzimidazol-6-yl)-4H-pyrido[1,2-a]pyrimidin-4-one